BrC1=C(C=C(C=C1)Cl)CC(C)=O 1-(2-bromo-5-chlorophenyl)propan-2-one